Cl.F\C=C/C=C/C1=CC=C(C(=O)NC(C)(C)C)C=C1 4-[(1E,3Z)-4-fluoro-but-1,3-dienyl]-N-tert-butyl-benzamide hydrochloride